NC(CNC1=NC(=C2C(=N1)N(N=C2)CC)NC(C)C)C2=CC=CC=C2 6-N-(2-amino-2-phenylethyl)-1-ethyl-4-N-prop-2-ylpyrazolo[3,4-d]pyrimidine-4,6-diamine